(4aR,7aR)-1-methyloctahydro-6H-pyrrolo[3,4-b]pyridin CN1[C@@H]2[C@H](CCC1)CNC2